C(C)(=O)N1CC(C1)N1N=CC(=C1)S(=O)(=O)NC=1C=CC=C2C(=CNC12)Cl 1-(1-acetylazetidin-3-yl)-N-(3-chloro-1H-indol-7-yl)pyrazole-4-sulfonamide